ClC=1C(=NC(=NC1)NC1=C(C=C(C=C1)N1CCC(CC1)NCCSC1=C2CN(C(C2=CC=C1)=O)C1C(NC(CC1)=O)=O)OC)NC1=C(C=CC=C1)P(=O)(OC)OC 3-(4-((2-((1-(4-((5-chloro-4-((2-(dimethylphosphono)phenyl)amino)pyrimidin-2-yl)amino)-3-methoxyphenyl)piperidin-4-yl)amino)ethyl)thio)-1-oxoisoindolin-2-yl)piperidine-2,6-dione